CC12CCCN2C(C2=C1SC(=C2)C2=NC(=NC=C2C(F)(F)F)NC2CCN(CC2)S(=O)(=O)C)=O 8a-Methyl-2-(2-((1-(methylsulfonyl)piperidin-4-yl)amino)-5-(trifluoromethyl)pyrimidin-4-yl)-6,7,8,8a-tetrahydro-4H-thieno[2,3-a]pyrrolizin-4-one